ClC[C@H](COC1=CC=C(C=C1)C(C)(C)C1=CC=C(C=C1)OC[C@H](CN1CCNCC1)O)O (S)-1-chloro-3-(4-(2-(4-((S)-2-hydroxy-3-(piperazin-1-yl)propoxy)phenyl)propan-2-yl)phenoxy)propan-2-ol